3-[cyclopropyl(difluoro)methyl]-N-[(S)-(4,4-difluorocyclohexyl)-[7-[[(4S)-2-oxo-4-(trifluoromethyl)imidazolidin-1-yl]methyl]imidazo[1,2-b]pyridazin-2-yl]methyl]isoxazole-4-carboxamide C1(CC1)C(C1=NOC=C1C(=O)N[C@H](C=1N=C2N(N=CC(=C2)CN2C(N[C@@H](C2)C(F)(F)F)=O)C1)C1CCC(CC1)(F)F)(F)F